2,2-dimethyl-3-hydroxycyclopentanone CC1(C(CCC1O)=O)C